3,6'-dibromo-4'-methoxy-6-(thiazol-2-yl)-[2,2'-bipyridine]-4-amine BrC=1C(=NC(=CC1N)C=1SC=CN1)C1=NC(=CC(=C1)OC)Br